C1(CC1)C1=NC=NC(=C1C=1N=CC2=C(N1)N(C(C=C2)=O)CC2=CC=C(C=C2)N2N=C(C=C2C)C(F)(F)F)OCCOC 2-(4-cyclopropyl-6-(2-methoxyethoxy)pyrimidin-5-yl)-8-(4-(5-methyl-3-(trifluoromethyl)-1H-pyrazol-1-yl)benzyl)pyrido[2,3-d]pyrimidin-7(8H)-one